CC1=CC=C(N=N1)NC1=CC2=C(C=N1)N=CN2C2=CC=C(C(=N2)C=2C=NN(C2C)CC(F)(F)F)C(C)=O 1-[6-[6-[(6-methylpyridazin-3-yl)amino]imidazo[4,5-c]pyridin-1-yl]-2-[5-methyl-1-(2,2,2-trifluoroethyl)pyrazol-4-yl]-3-pyridyl]ethanone